aluminum zinc tin [Sn].[Zn].[Al]